(S)-9-bromo-10-chloro-8-fluoro-6-(methylthio)-2,3,12,12a-tetrahydro-1H-pyrrolo[2',1':3,4][1,4]oxazepino[5,6,7-de]quinazoline BrC=1C(=CN2C1[C@@H](OC=1C=3C2NCNC3C=CC1SC)F)Cl